(2,5-di-methyl-pyrrolidino)chloroborane CC1N(C(CC1)C)BCl